N-(2-fluoro-4-methylphenyl)-6-(4,4,5,5-tetramethyl-1,3,2-dioxaborolan-2-yl)-1-naphthalenecarboxamide FC1=C(C=CC(=C1)C)NC(=O)C1=CC=CC2=CC(=CC=C12)B1OC(C(O1)(C)C)(C)C